C1(=CC=C(C=C1)C(C)=O)C 1-(4-tolyl)ethanone